3-formyl-4-ethoxyphenyl-boric acid C(=O)C=1C=C(C=CC1OCC)OB(O)O